C[C@H]1COC[C@@H](N1CC=1N(C2=CC(=CC=C2C(C1C)=O)C1=NC(=NC=C1F)N[C@H]1[C@@H]([C@@H]2CC[C@H](C1)O2)O)C(C)C)C |o1:28,29,30,33| 2-(((3S,5S)-3,5-dimethylmorpholino)methyl)-7-(5-fluoro-2-(((1S*,2S*,3R*,5R*)-2-hydroxy-8-oxabicyclo[3.2.1]octan-3-yl)amino)pyrimidin-4-yl)-1-isopropyl-3-methylquinolin-4(1H)-one